CC1=CC(=NC2=CC(=CN=C12)CC=1C=NC=CC1)N 4-methyl-7-(3-pyridylmethyl)-1,5-naphthyridin-2-amine